mesitylborane C1(=C(C(=CC(=C1)C)C)B)C